C(C)OC(CCCCC)=O.C(O)C(CC)(CO)CO Trimethylolpropane ethylhexanoate